rel-(2R,3S,4S,5R)-3-(3,4-difluoro-2-methoxyphenyl)-4,5-dimethyl-N-(2-sulfonylpyridin-4-yl)-5-(trifluoromethyl)tetrahydrofuran-2-carboxamide FC=1C(=C(C=CC1F)[C@H]1[C@@H](O[C@]([C@H]1C)(C(F)(F)F)C)C(=O)NC1=CC(NC=C1)=S(=O)=O)OC |o1:8,9,11,12|